NNCC amino(ethylamine)